CC=1N=C(C2=C(N1)N(C(C(=C2)C2CNCCC2)=O)C)N[C@H](C)C=2C=C(C=C(C2)C(F)(F)F)NC(C)=O N-(3-((1R)-1-((2,8-dimethyl-7-oxo-6-(piperidin-3-yl)-7,8-dihydropyrido[2,3-d]pyrimidin-4-yl)amino)ethyl)-5-(trifluoromethyl)phenyl)acetamide